(S)-4-(2-Amino-2-methylpropanoyl)-N-(1-(4-(2-(4-aminoazepan-1-yl)ethyl)phenyl)-2-oxo-1,2-dihydropyrimidin-4-yl)piperazine-1-carboxamide hydrochloride salt Cl.NC(C(=O)N1CCN(CC1)C(=O)NC1=NC(N(C=C1)C1=CC=C(C=C1)CCN1CC[C@H](CCC1)N)=O)(C)C